C(C)(=O)O.N[C@@H](CCCNC(N)=N)C(=O)N[C@@H](C(C)C)C(=O)N[C@@H](CC1=CC=C(C=C1)O)C(=O)N[C@@H]([C@@H](C)CC)C(=O)N[C@@H](CC1=CNC=N1)C(=O)N1[C@@H](CCC1)C(=O)N[C@@H](CC1=CC=CC=C1)C(=O)O L-arginyl-L-valyl-L-tyrosyl-L-isoleucyl-L-histidyl-L-prolyl-L-phenylalanine acetate